cis-3-methyl-N-(4-(pyrrolo[2,1-f][1,2,4]triazin-2-yl)-5-(trifluoromethyl)pyridin-2-yl)-6-azabicyclo[3.1.1]heptane-6-carboxamide CC1CC2N(C(C1)C2)C(=O)NC2=NC=C(C(=C2)C2=NN1C(C=N2)=CC=C1)C(F)(F)F